{1-[4-(2,3-dihydro-1,4-benzodioxin-2-yl)benzyl]piperidin-4-yl}methanol O1C(COC2=C1C=CC=C2)C2=CC=C(CN1CCC(CC1)CO)C=C2